ethyl methanesulfonate (ethyl methanesulfonate) C(C)CS(=O)(=O)O.CS(=O)(=O)OCC